OC1=CC(=CC=2C(C3=CC=CC(=C3C(C12)=O)O)=O)CO 1,8-dihydroxy-3-hydroxymethylanthraquinone